ethyl 2-(5-bromo-2,4-difluorophenoxy)-2-methylpropanoate BrC=1C(=CC(=C(OC(C(=O)OCC)(C)C)C1)F)F